(1S,3R)-3-(3-{[(2-meth-oxypyridin-4-yl)acetyl]-amino}-1H-pyrazol-5-yl)-cyclopentyl (tetrahydro-2H-pyran-4-ylmethyl)-carbamate O1CCC(CC1)CNC(O[C@@H]1C[C@@H](CC1)C1=CC(=NN1)NC(CC1=CC(=NC=C1)OC)=O)=O